((phenylazanediyl)bis((4-(tributylsilyl)phenyl)phosphanediyl))bis(2,1-phenylene) dimethanesulfonate CS(=O)(=O)OC1=C(C=CC=C1)P(N(P(C1=CC=C(C=C1)[Si](CCCC)(CCCC)CCCC)C1=C(C=CC=C1)OS(=O)(=O)C)C1=CC=CC=C1)C1=CC=C(C=C1)[Si](CCCC)(CCCC)CCCC